C(CCCCCCC\C(=C(/CCCCCCCC)\[3H])\[3H])(=O)[O-] [9,10-3H]oleate